C(C)(=O)OC1C(OC(C1OC(C)=O)COC(C1=CC=CC=C1)=O)N1C(N=C(C=C1)NC(C)=O)=O 2-(4-acetamido-2-oxopyrimidin-1(2H)-yl)-5-((benzoyloxy)methyl)tetrahydrofuran-3,4-diyl diacetate